t-BUTYLAMINOPROPYLTRIMETHOXYSILANE C(C)(C)(C)NCCC[Si](OC)(OC)OC